C12C3C(CCC3C(CC1)C2)C(=O)O tricyclo[5.2.1.02,6]decane-3-carboxylic acid